(R)-6-(1-acetyl-1,2,3,6-tetrahydropyridin-4-yl)-7-methyl-4-((1-(2-methyl-3-(trifluoromethyl)phenyl)ethyl)amino)pyrido[3,4-d]pyrimidin-8(7H)-one C(C)(=O)N1CCC(=CC1)C1=CC2=C(N=CN=C2N[C@H](C)C2=C(C(=CC=C2)C(F)(F)F)C)C(N1C)=O